COC(C1=C(C(=CC(=C1)F)N1CC2(CS(C2)(=O)=O)C1)Cl)=O 2-chloro-3-(2,2-dioxo-2λ6-thia-6-azaspiro[3.3]heptane-6-yl)-5-fluoro-benzoic acid methyl ester